[Ni].[Pd].[Au] gold palladium Nickel